C(C)(=O)C1=CC(=CN2C1=NC(=C(C2=O)C)OCC2=CC=C(C=C2)OC)C 9-acetyl-2-((4-methoxybenzyl)oxy)-3,7-dimethyl-4H-pyrido[1,2-a]pyrimidin-4-one